FC=1C=C(C=NC1F)C=1C=C2N(N1)C(N(C2)C=2C=NC=CC2)=O (5,6-difluoropyridin-3-yl)-5-(pyridin-3-yl)-4,5-dihydro-6H-imidazo[1,5-b]pyrazol-6-one